FC1=CC(=NC=C1)C(C)O 1-(4-Fluoropyridin-2-yl)ethanol